NC=1C(=NC(=C(N1)C=1OC=CN1)C=1C=CC=2N(C1)C(=CN2)C)C(=O)NCCOC 3-amino-N-(2-methoxyethyl)-6-(3-methylimidazo[1,2-a]pyridin-6-yl)-5-(oxazol-2-yl)pyrazine-2-carboxamide